1-((4'-isopropyl-[1,1'-biphenyl]-3-yl)sulfonyl)piperidin-3-yl(phenoxy)-2-methyl-N-((3-(trifluoromethyl)phenyl)sulfonyl)propionamide C(C)(C)C1=CC=C(C=C1)C1=CC(=CC=C1)S(=O)(=O)N1CC(CCC1)CC(C(=O)NS(=O)(=O)C1=CC(=CC=C1)C(F)(F)F)(C)OC1=CC=CC=C1